9,10-difluoropyrido[3',4':4,5]pyrimido[1,2-a]indol-5(11H)-one FC1=C(C=2CC=3N(C2C=C1)C(C1=C(N3)C=NC=C1)=O)F